Methyl 8-bromo-[1,2,4]triazolo[1,5-a]pyridin-5-carboxylate BrC=1C=2N(C(=CC1)C(=O)OC)N=CN2